2-(isoindolin-2-ylmethyl)-5-(2-(1-(methylsulfonyl)piperidin-4-yl)ethoxy)-4H-pyran-4-one C1N(CC2=CC=CC=C12)CC=1OC=C(C(C1)=O)OCCC1CCN(CC1)S(=O)(=O)C